ClC1=C(C(=O)NC=2C(=C(C(=CC2)F)NC(=O)C2OCCC2)F)C=C(C=C1)NC(=O)[C@@H]1C([C@H]1C1=CC(=C(C=C1)F)Cl)(Cl)Cl N-(3-(2-chloro-5-((1R,3R)-2,2-dichloro-3-(3-chloro-4-fluorophenyl)cyclopropane-1-carboxamido)benzamido)-2,6-difluorophenyl)tetrahydrofuran-2-carboxamide